2-propylpyridin C(CC)C1=NC=CC=C1